(4-fluorophenyl)(4-(((1s,4s)-4-(hydroxymethyl)cyclohexyl)amino)-2-((1-(3-morpholinopropyl)-1H-pyrazol-4-yl)amino)-7H-pyrrolo[2,3-d]pyrimidin-5-yl)methanone FC1=CC=C(C=C1)C(=O)C1=CNC=2N=C(N=C(C21)NC2CCC(CC2)CO)NC=2C=NN(C2)CCCN2CCOCC2